NC1=CC(=C2C=CC3=C(C=C(C4=CC=C1C2=C43)CCCO)CCCO)CCCO 8-amino-1,3,6-tris-(3-hydroxypropyl)-pyrene